C(C)(C)N1C(=NC2=NC=C(C=C21)C2=CNC1=NC(=CC=C12)C=1C=NN(C1)C)C 1-isopropyl-2-methyl-6-(6-(1-methyl-1H-pyrazol-4-yl)-1H-pyrrolo[2,3-b]pyridin-3-yl)-1H-imidazo[4,5-b]pyridine